1-methylbenzene-1,3-diamine CC1(CC(=CC=C1)N)N